2-ethoxy-4-ethyl-2-thioxo-3-(trimethylsilyl)-2λ5-1,3,2-thiaazaphospholane C(C)OP1(SCC(N1[Si](C)(C)C)CC)=S